BrC(C(=O)C12CCC(C1)(C2)NC(OC(C)(C)C)=O)C tert-butyl N-[4-(2-bromopropanoyl)bicyclo[2.1.1]hexan-1-yl]carbamate